NC=1C=C(C=C(C1)C(F)(F)F)[C@@H](C)NC1=NC(=NC2=C3C(=C(C=C12)OC)OC(=C3)C)C (R)-N-(1-(3-amino-5-(trifluoromethyl)phenyl)ethyl)-6-methoxy-2,8-dimethylfuro[2,3-h]quinazolin-4-amine